2-[(phenylacetyl)amino]decanamide C1(=CC=CC=C1)CC(=O)NC(C(=O)N)CCCCCCCC